1-hydroxy-1-phenylurea ON(C(=O)N)C1=CC=CC=C1